3-(N-cyclohexylamino)propyl-tripropoxysilane C1(CCCCC1)NCCC[Si](OCCC)(OCCC)OCCC